C(COCCOCCOCCOCCOCCOC)N1N=NC(=C1)COC=1C=C(C=C(C1)OCC=1N=NN(C1)CCOCCOCCOCCOCCOCCOC)C=1C2=CC=C(N2)C=C2C=CC(C(=C3C=CC(=CC=4C=CC1N4)N3)C3=CC(=CC(=C3)OCC=3N=NN(C3)CCOCCOCCOCCOCCOCCOC)OCC=3N=NN(C3)CCOCCOCCOCCOCCOCCOC)=N2 5,15-Bis{3,5-bis[1-(1-(3,6,9,12,15,18-hexaoxanonadecyl)-1H-1,2,3-triazol-4-yl)methoxy]phenyl}porphyrin